Cl[Si](Cl)(Cl)C(F)(F)[Si](Cl)(Cl)Cl bistrichlorosilyl-difluoromethane